N=S(=O)(C1=CC(=C(C=C1)[N+](=O)[O-])NC[C@H]1OCC1)C imino(methyl)(4-nitro-3-((((S)-oxetan-2-yl)methyl)amino)phenyl)-λ6-sulfanone